5,5'-tetra-thiodipentanoic acid C(CCCCSSSSCCCCC(=O)O)(=O)O